(6-methoxy-2H-indazol-5-yl)-6-(trifluoromethyl)pyridinecarboxamide COC=1C(=CC2=CNN=C2C1)C=1C(=NC(=CC1)C(F)(F)F)C(=O)N